C(C)(=O)OC[C@@H]1O[C@@H]([C@@H]([C@H]([C@@H]1CC(=O)O)CC(=O)O)CC(=O)O)Br.BrC=1C=CC(=NC1)CC1CCOCC1 5-bromo-2-((tetrahydro-2H-pyran-4-yl)methyl)pyridine (2R,3S,4S,5R,6R)-2-(acetoxymethyl)-6-bromotetrahydro-2H-pyran-3,4,5-trisyl-triacetate